(R)-2-ethyl-1-(cyclopropylcarbonyl)piperazine hydrochloride Cl.C(C)[C@H]1N(CCNC1)C(=O)C1CC1